N-[3-Chloro-4-(2-isopentyloxyethylcarbamoyl)phenyl]-5-[4-(cyanomethoxy)-2,3-difluorophenyl]-1-methylimidazol-2-carboxamid ClC=1C=C(C=CC1C(NCCOCCC(C)C)=O)NC(=O)C=1N(C(=CN1)C1=C(C(=C(C=C1)OCC#N)F)F)C